C1(CC(C(CC1)C(C)(C)O)O)C (E)-p-menthane-3,8-diol